ClC1=C(C=C(C=C1F)[C@@H](CC1=NC(=NC(=N1)N[C@@H](CO)CC(C)C)NS(=O)(=O)C)C)F N-(4-((R)-2-(4-chloro-3,5-difluorophenyl)propyl)-6-(((R)-1-hydroxy-4-methylpent-2-yl)amino)-1,3,5-triazin-2-yl)methanesulfonamide